N1CC(C1)CC#CC(=O)N1CC2=C([C@@H](C1)C1=C(C=CC=C1)C=1C(=NN(C1)CC)C(F)(F)F)C=C(S2)C#N (S)-6-(4-(Azetidin-3-yl)but-2-ynoyl)-4-(2-(1-ethyl-3-(trifluoromethyl)-1H-pyrazol-4-yl)phenyl)-4,5,6,7-tetrahydrothieno[2,3-c]pyridine-2-carbonitrile